4-bromo-N-((1r,4r)-4-(3-chloro-4-cyanophenoxy)cyclohexyl)-2-fluorobenzamide BrC1=CC(=C(C(=O)NC2CCC(CC2)OC2=CC(=C(C=C2)C#N)Cl)C=C1)F